CSCC1=NC=C(C=N1)C=O 2-[(METHYLSULFANYL)METHYL]PYRIMIDINE-5-CARBALDEHYDE